[8-[(4-amino-2-nitrophenyl)azo]-7-hydroxy-2-naphthyl]trimethylammonium chloride [Cl-].NC1=CC(=C(C=C1)N=NC=1C(=CC=C2C=CC(=CC12)[N+](C)(C)C)O)[N+](=O)[O-]